C(C)N1C([C@H]2N(C3=C1C=C(C=N3)C(F)(F)F)CCN(C2)C(=O)OC(C)(C)C)=O t-butyl (S)-5-ethyl-6-oxo-3-(trifluoromethyl)-5,6,6a,7,9,10-hexahydro-8H-pyrazino[1,2-a]pyrido[3,2-e]pyrazin-8-carboxylate